FC=1C=C2C(=NNC2=CC1OCCOC)C1=CC(=NO1)C1=CC=C(C=C1)N1CCS(CC1)(=O)=O 4-(4-{5-[5-fluoro-6-(2-methoxyethoxy)-1H-indazol-3-yl]-1,2-oxazol-3-yl}phenyl)-1λ6-thiomorpholine-1,1-dione